FC=1C=CC(=NC1)C1=NN2C(COC(C2)(C(F)(F)F)C)=C1C1=CC(=NC=C1)C(=O)NC 4-(2-(5-fluoropyridin-2-yl)-6-methyl-6-(trifluoromethyl)-6,7-dihydro-4H-pyrazolo[5,1-c][1,4]oxazin-3-yl)-N-methylpyridineamide